2-((2-(6-((4-cyano-2-fluorobenzyl)oxy)pyridin-2-yl)-2,6-dihydropyrrolo[3,4-c]pyrazol-5(4H)-yl)methyl)-1-(2-methoxyethyl)-1H-benzo-imidazole-6-carboxylic acid C(#N)C1=CC(=C(COC2=CC=CC(=N2)N2N=C3C(=C2)CN(C3)CC3=NC2=C(N3CCOC)C=C(C=C2)C(=O)O)C=C1)F